(R)-N-[(1S)-1-(4-bromophenyl)-2,2,2-trifluoro-ethyl]-N-ethyl-2-methyl-propane-2-sulfinamide BrC1=CC=C(C=C1)[C@@H](C(F)(F)F)N([S@](=O)C(C)(C)C)CC